Methyl O-acetyl-N-(N-(2-(4-((2-((tert-butoxycarbonyl)amino)ethyl)carbamoyl)piperidin-1-yl)thiazole-4-carbonyl)-O-(tert-butyldimethylsilyl)-L-seryl)-L-serinate C(C)(=O)OC[C@H](NC([C@@H](NC(=O)C=1N=C(SC1)N1CCC(CC1)C(NCCNC(=O)OC(C)(C)C)=O)CO[Si](C)(C)C(C)(C)C)=O)C(=O)OC